P(=O)(=O)[Mg] phosphomagnesium